(S)-2-(7-chloroisochroman-5-yl)pyrrolidine ClC1=CC(=C2CCOCC2=C1)[C@H]1NCCC1